C(#N)C1=CC=C(C=C1)C1=C2CCN(C2=CC(=C1)C1=NN=C(N1)C)C(=O)C1N(CCC1)C#N 4-(4-Cyanophenyl)-6-(5-methyl-4H-1,2,4-triazol-3-yl)indoline-1-carbonyl-pyrrolidine-1-carbonitrile